C(CC)(=O)C12C(C)(C)C(=C)C(CC1)C2 propionyl-camphene